ClC=1N=C(SC1Cl)OC1=CC(=C(C=C1C)C(=O)N(C)CC)C [4-(4,5-dichloro-thiazol-2-yloxy)-2,5-dimethyl-phenyl]-N-ethyl-N-methyl-carboxamide